C1(=CC(=CC2=CC=CC(=C12)C(=O)O)C(=O)O)C(=O)O 1,3,8-naphthalenetricarboxylic acid